ClC=1C=C(OC2CCC(CC2)C(=O)OC(C)(C)C)C=CC1C(NO)=O Tert-butyl ((1r,4r)-4-(3-chloro-4-(N-hydroxycarbamyl)phenoxy)cyclohexyl)carboxylate